(4-((tert-Butoxycarbonyl)amino)-2-(ethylamino)-3-methoxyphenyl)-2-oxoacetic acid C(C)(C)(C)OC(=O)NC1=C(C(=C(C=C1)C(C(=O)O)=O)NCC)OC